3-amino-6-bromo-4-[7-chloro-2-(oxan-2-yl)indazol-4-yl]-1H-1,7-phenanthrolin-2-one NC=1C(NC2=C3C=CC=NC3=C(C=C2C1C=1C2=CN(N=C2C(=CC1)Cl)C1OCCCC1)Br)=O